C(#N)C1=C(C(=NC(=C1)CCC1=CC=CC=C1)C(CCC(=O)O)=O)O 4-(4-Cyano-3-hydroxy-6-phenethyl-pyridin-2-yl)-4-oxo-butyric acid